N1C(=NC=2C=NC=CC21)C=2C=C(C=C(C2)C2=NC1=C(C=NC=C1)N2)C2=NC1=C(C=NC=C1)N2 5-(1H-imidazo[4,5-c]pyridine-2-yl)-1,3-di(3H-imidazo[4,5-c]pyridine-2-yl)benzene